3-{[(2R)-4-methyl-5-oxomorpholin-2-yl]methoxy}-5-(5-methyl-1,3-thiazol-2-yl)benzoic acid CN1C[C@@H](OCC1=O)COC=1C=C(C(=O)O)C=C(C1)C=1SC(=CN1)C